(R)-8-(3-(3-chloro-4-fluorophenyl)-1H-pyrazolo[3,4-b]-pyrazin-6-yl)-8-aza-spiro[4.5]decan-1-amine ClC=1C=C(C=CC1F)C1=NNC2=NC(=CN=C21)N2CCC1(CCC[C@H]1N)CC2